(4-(dimethylphosphoryl)-2-methoxyphenyl) carbamate C(N)(OC1=C(C=C(C=C1)P(=O)(C)C)OC)=O